COC1=C(C=CC=C1)PC1=C(C=CC=C1)OC di(2-methoxyphenyl)phosphine